6-(2,2-difluorocyclopropane-1-carboxamido)-4-((2-methoxy-3-(2-methyl-2H-1,2,3-triazol-4-yl)phenyl)amino)-N-(methyl-d3)pyridazine-3-carboxamide FC1(C(C1)C(=O)NC1=CC(=C(N=N1)C(=O)NC([2H])([2H])[2H])NC1=C(C(=CC=C1)C1=NN(N=C1)C)OC)F